CS(=O)(=O)OCC Ethyl Methanesulphonate